Cl.C(=O)(OC(C)(C)C)C1OCCOC1 Bocdioxane HCl